9-bromo-7,12-dihydro-12-(2-hydroxyethyl)-indolo[3,2-d][1]benzazepin-6(5H)-one BrC=1C=C2C(=CC1)N(C1=C2CC(NC2=C1C=CC=C2)=O)CCO